O1C(CCCC1)N1N=CC2=CC(=C(C=C12)O)C(F)(F)F 1-(tetrahydro-2H-pyran-2-yl)-5-(trifluoromethyl)-1H-indazol-6-ol